CN(C(=O)C1=CC=C(C=C1)C1=CN(C2=NC=C(N=C21)C=2C=C1CCN(CC1=C(C2)C)C(=O)OC(C)(C)C)S(=O)(=O)C2=CC=C(C)C=C2)C tert-butyl 6-(7-(4-(dimethylcarbamoyl) phenyl)-5-tosyl-5H-pyrrolo[2,3-b]pyrazin-2-yl)-8-methyl-3,4-dihydroisoquinoline-2(1H)-carboxylate